NC1=CC(=NO1)C=1C=C(C=C(C1)Cl)[C@@H]1COCCN1C(C=C)=O (R)-1-(3-(3-(5-aminoisoxazol-3-yl)-5-chlorophenyl)morpholino)prop-2-en-1-one